C(C)C=1C(NC2=CC(=CN=C2C1)C(C)N1CCNCC1)=O 3-ethyl-7-[1-(piperazin-1-yl)ethyl]-1,2-dihydro-1,5-naphthyridin-2-one